N-[5-(2-Chloro-6-methyl-4-pyridyl)-4-(3-cyanophenyl)thiazol-2-yl]-4-hydroxy-4-methylpiperidin-1-carboxamid ClC1=NC(=CC(=C1)C1=C(N=C(S1)NC(=O)N1CCC(CC1)(C)O)C1=CC(=CC=C1)C#N)C